(S)-dimethoxyphosphoryl-3-methyl-hept-5-yn-2-one COP(=O)(OC)CC([C@H](CC#CC)C)=O